3-bromo-5-(pyrrolidin-4-yl)piperidine BrC1CNCC(C1)C1CCNC1